2-methyl-5-(2-methyl-4-nitrophenoxy)pyrazine CC1=NC=C(N=C1)OC1=C(C=C(C=C1)[N+](=O)[O-])C